N-(8-(1-((3,5-difluorophenyl)amino)ethyl)-2-morpholino-4-oxo-4H-chromen-6-yl)cyclopentanecarboxamide FC=1C=C(C=C(C1)F)NC(C)C=1C=C(C=C2C(C=C(OC12)N1CCOCC1)=O)NC(=O)C1CCCC1